4-(4-aminophenyl)-4-methyltetrahydro-2H-thiopyran 1,1-dioxide NC1=CC=C(C=C1)C1(CCS(CC1)(=O)=O)C